[Cl-].CN1N=C(N=C1)CCOC 1-methyl-3-methoxyethyl-1,2,4-triazole chloride salt